C(C)OC(C1=C(C(=C(C=C1)S(=O)(=O)C)N(OC)C(C)=O)C)=O 3-[acetyl-(methoxy)amino]-2-methyl-4-methylsulfonyl-benzoic acid ethyl ester